C(C1=CC=CC=C1)OC[C@H]1COC=2C(=CC=3CN(C(C3C2)=O)[C@@H]2C(NC(CC2)=O)=O)O1 (S)-3-((S)-2-((benzyloxy)methyl)-6-oxo-2,3,6,8-tetrahydro-7H-[1,4]dioxino[2,3-f]isoindol-7-yl)piperidine-2,6-dione